C(C)(C)(C)OC(N[C@@H](C(F)F)CCC(N1CCN(CC1)C1=NC=C(C=N1)C(F)(F)F)=O)=O (R)-(1,1-difluoro-5-oxo-5-(4-(5-(trifluoromethyl)pyrimidin-2-yl)piperazin-1-yl)pent-2-yl)carbamic acid tert-butyl ester